CC1(OCCCO1)F 2-methyl-1,3-dioxane-2-yl fluoride